N(=[N+]=[N-])C1(O)[C@H](N)[C@@H](O[C@@H](C(=O)O)C)[C@H](O)[C@H](O1)CO AzidoMuramic Acid